[Si](C)(C)(C)C#CC=O TMS-propynal